4-(4-methoxyphenyl)-4-methyloxepane COC1=CC=C(C=C1)C1(CCOCCC1)C